ClC=1C=C(C=C(C1)C)N1N=CC(=C1)C(C(=O)NC1=CC(=NN1)C1CC1)C 2-(1-(3-chloro-5-methylphenyl)-1H-pyrazol-4-yl)-N-(3-cyclopropyl-1H-pyrazol-5-yl)propanamide